(2-methyl-4-tert-butyl-phenylindenyl)silane CC1=C(C=CC(=C1)C(C)(C)C)C=1C(C2=CC=CC=C2C1)[SiH3]